6,8-DICHLORO-3-FORMYLCHROMONE ClC=1C=C2C(C(=COC2=C(C1)Cl)C=O)=O